BrC=1C=C(C(=NC1)[N+](=O)[O-])OC(C)C1=C(C=C(C=C1)F)C1=NNC=C1C(C)C1N2C(OC1(C)C)=CC=N2 (3-(2-(1-((5-bromo-2-nitropyridin-3-yl)oxy)ethyl)-5-fluorophenyl)-1-methyl-(1H-pyrazol-4-yl)methyl)-2,2-dimethyl-2,3-dihydropyrazolo[5,1-b]oxazole